ClC1=C2C=C(NC2=CC=C1OC)C(=O)N1CC2(CCC2)CC1C(=O)N[C@@H](C[C@H]1C(NCC1)=O)C#N 6-(4-chloro-5-methoxy-1H-indole-2-carbonyl)-N-((S)-1-cyano-2-((S)-2-oxopyrrolidin-3-yl)ethyl)-6-azaspiro[3.4]octane-7-carboxamide